C(C)OC(=O)C1=CN(C2=CC(=C(C=C2C1=O)C)Br)C=1C=NC(=CC1)N1CC(C1)N(C)C 7-bromo-1-(6-(3-(dimethylamino)azetidin-1-yl)pyridin-3-yl)-6-methyl-4-oxo-1,4-dihydroquinoline-3-carboxylic acid ethyl ester